4-(3-(2-(dimethylamino)-ethyl)-1H-indol-1-yl)-4-oxo-butanoic acid formate salt C(=O)O.CN(CCC1=CN(C2=CC=CC=C12)C(CCC(=O)O)=O)C